N-[(3,5-Dimethyl-1,2-oxazol-4-yl)methyl]-8-methyl-2-(pyridin-2-ylmethyl)-4,5-dihydro-2H-furo[2,3-g]indazol-7-carboxamid CC1=NOC(=C1CNC(=O)C1=C(C2=C(CCC3=CN(N=C23)CC2=NC=CC=C2)O1)C)C